CC1=CC=CC(=N1)C1=NC=CC(=N1)NC1=NC(=NC=C1)NC1=CC=C(C=C1)N1CCC(CC1)C(=O)OC1CCNCC1 4-piperidyl 1-[4-[[4-[[2-(6-methyl-2-pyridyl)pyrimidin-4-yl]amino]pyrimidin-2-yl]amino]phenyl]piperidine-4-carboxylate